N-ethyl-5-fluoro-N-isopropyl-2-[7-(pyrrolidin-3-yl)imidazo[1,5-a]pyridin-5-yl]benzamide C(C)N(C(C1=C(C=CC(=C1)F)C1=CC(=CC=2N1C=NC2)C2CNCC2)=O)C(C)C